5-(1-methoxyethyl)benzo[b]thiophene-7-carbonitrile COC(C)C1=CC2=C(SC=C2)C(=C1)C#N